1-((1-((2-(3,5-dichlorophenyl)-6-((2-(4-(3-(methylsulfinyl)butyl)piperazin-1-yl)pyrimidin-5-yl)oxy)pyridin-4-yl)methyl)piperidin-4-yl)methyl)-3-methylurea ClC=1C=C(C=C(C1)Cl)C1=NC(=CC(=C1)CN1CCC(CC1)CNC(=O)NC)OC=1C=NC(=NC1)N1CCN(CC1)CCC(C)S(=O)C